C1(CCCC1)OC1=CC=2N(C=C1C(=O)O)C=C(N2)C21COC(CC2)(C1)C 7-cyclopentoxy-2-(1-methyl-2-oxabicyclo[2.2.1]heptan-4-yl)imidazo[1,2-a]pyridine-6-carboxylic acid